4-(7-(4-chloro-1-methyl-1H-pyrazol-5-yl)-2-(1H-pyrrolo[2,3-b]pyridin-4-yl)thieno[3,2-d]pyrimidin-4-yl)-3-methylmorpholine ClC=1C=NN(C1C1=CSC2=C1N=C(N=C2N2C(COCC2)C)C2=C1C(=NC=C2)NC=C1)C